O1CC[C@@H](C2=CC=CC=C12)NC(=O)C=1C=NC2=C(N=CC=C2C1N(C)C)OC1=C(C=CC=C1F)F N-[(4S)-chroman-4-yl]-8-(2,6-difluorophenoxy)-4-(dimethylamino)-1,7-naphthyridine-3-carboxamide